N[C@@H]1CN(CC[C@@H]1O)C(=O)C1=CC2=C(N(C(=N2)C=2N(C3=CC=CC=C3C2)CC)C)C=C1 |r| cis-((+/-)-3-Amino-4-hydroxypiperidin-1-yl)(2-(1-ethyl-1H-indol-2-yl)-1-methyl-1H-benzo[d]imidazol-5-yl)methanone